C(C)(C)(C)OC(=O)N1CCN(C2=CC=CC(=C12)OC)C1=CC2=C(N=C(N=C2)S(=O)C)N(C1=O)C 8-methoxy-4-(8-methyl-2-methylsulfinyl-7-oxo-pyrido[2,3-d]pyrimidin-6-yl)-2,3-dihydroquinoxaline-1-carboxylic acid tert-butyl ester